C1(CC1)C=1N=NN(C1)[C@H](C(=O)N1[C@@H](C[C@H](C1)O)C(=O)NC)C(C)(C)C (2S,4R)-1-((S)-2-(4-cyclopropyl-1H-1,2,3-triazol-1-yl)-3,3-dimethylbutyryl)-4-hydroxy-N-methylpyrrolidine-2-carboxamide